C[C@H]1N(CO[C@H]1C1=CC=CC=C1)C(CC)=O (4R,5S)-4-methyl-5-phenyl-3-propionyloxazolidine